C1(CC1)CN1C(=CC2=CC=CC=C12)C1=C(C2=C(S1)C=C(C=C2OC)C(=O)N2C[C@@H](CCC2)NC(OC(C)(C)C)=O)CCO tert-butyl (R)-(1-(2-(1-(cyclopropylmethyl)-1H-indol-2-yl)-3-(2-hydroxyethyl)-4-methoxybenzo[b]thiophene-6-carbonyl)piperidin-3-yl)carbamate